2-((tert-butyldimethylsilyl)oxy)malononitrile [Si](C)(C)(C(C)(C)C)OC(C#N)C#N